[5-[2-isopropoxy-5-[2-[[(1S,2S)-2-methylcyclohexyl]amino]-1,3-benzothiazol-7-yl]phenyl]-2-furyl]phosphonic acid C(C)(C)OC1=C(C=C(C=C1)C1=CC=CC=2N=C(SC21)N[C@@H]2[C@H](CCCC2)C)C2=CC=C(O2)P(O)(O)=O